C(C)(C)(C)C1=NC=C(C(=N1)Cl)C(=O)NS(=O)(=O)C1=NC(=CC=C1)NC(CC[C@@H]1CNC(C1)(C)C)C1=NC=CC(=C1)C(C)(C)C 2-tert-Butyl-N-[[6-[[1-(4-tert-butyl-2-pyridyl)-3-[(3S)-5,5-dimethylpyrrolidin-3-yl]propyl]amino]-2-pyridyl]sulfonyl]-4-chloro-pyrimidine-5-carboxamide